FC1=CC=C(C=C1)[C@@H]1N(CCC2=CC=CC=C12)C(=O)NC12CC(C1)(C2)NC (S)-1-(4-fluorophenyl)-N-(3-(methylamino)bicyclo[1.1.1]pentan-1-yl)-3,4-dihydroisoquinoline-2(1H)-carboxamide